2-methacryloxy-5-methyl-benzophenone C(C(=C)C)(=O)OC1=C(C(=O)C2=CC=CC=C2)C=C(C=C1)C